N-((5-fluoro-6-((6-fluoropyridin-2-yl)methoxy)-1H-indol-2-yl)methyl)acetamide FC=1C=C2C=C(NC2=CC1OCC1=NC(=CC=C1)F)CNC(C)=O